C1(=CC=C(C=C1)C1=C2C(=NNC2=CC=C1)N)C=1CCCCC1 4-(2',3',4',5'-tetrahydro-[1,1'-biphenyl]-4-yl)-1H-indazol-3-amine